OCC1[C@H]2CC[C@@H](CN1)N2C(=O)[O-] (1r,5s)-2-(hydroxymethyl)-3,8-diazabicyclo[3.2.1]octane-8-carboxylate